N-vinyl-oxazole C(=C)N1COC=C1